N-((4,4-difluorocyclohexyl)(5-((2-oxo-4-(trifluoromethyl)imidazolidin-1-yl)methyl)benzo[d]oxazol-2-yl)methyl)-2,2-difluoro-2-(1-methyl-1H-pyrazol-5-yl)acetamide FC1(CCC(CC1)C(NC(C(C1=CC=NN1C)(F)F)=O)C=1OC2=C(N1)C=C(C=C2)CN2C(NC(C2)C(F)(F)F)=O)F